BrC=1C=C(C2=C(N(N=C2C1)C)C1=CC(=C(C(=O)N)C(=C1)OC)OC(F)F)OCC(F)(F)F 4-[6-bromo-2-methyl-4-(2,2,2-trifluoroethoxy)indazol-3-yl]-2-(difluoromethoxy)-6-methoxybenzamide